C1(=CC=CC=C1)C1=C(C(=O)O)C=CC=C1 2-phenylbenzoic acid